BrC=1C=CN2N=CC(=CC21)C#N 5-bromopyrrolo[1,2-b]pyridazine-3-carbonitrile